4-[1-[[6-[(cyclobutylmethylamino)methyl]imidazo[1,2-a]pyridin-2-yl]methyl]triazol-4-yl]-1H-indazol-6-ol C1(CCC1)CNCC=1C=CC=2N(C1)C=C(N2)CN2N=NC(=C2)C2=C1C=NNC1=CC(=C2)O